CN(C(O)=O)CCSSC1=NC=CC=C1.NC1=CC(=C(OC2=CC(=NC=C2)NC(=O)C2CC2)C=C1)C N-(4-(4-amino-2-methylphenoxy)pyridin-2-yl)cyclopropanecarboxamide methyl-(2-(pyridin-2-yldisulfaneyl)ethyl)carbamate